tert-butyl (R)-(2-(5-(1-((7-bromo-4-(trifluoromethyl)phthalazin-1-yl)amino)ethyl)thiophen-2-yl)benzyl)(methyl)carbamate BrC1=CC=C2C(=NN=C(C2=C1)N[C@H](C)C1=CC=C(S1)C1=C(CN(C(OC(C)(C)C)=O)C)C=CC=C1)C(F)(F)F